N-[(3S)-9-fluoro-2-oxo-5-phenyl-1,3-dihydro-1,4-benzodiazepine-3-Yl]-2-(2-fluorophenyl)-6-(2-methoxyethoxy)imidazo[1,2-b]pyridazine-3-carboxamide FC1=CC=CC=2C(=N[C@@H](C(NC21)=O)NC(=O)C2=C(N=C1N2N=C(C=C1)OCCOC)C1=C(C=CC=C1)F)C1=CC=CC=C1